F[C@@H]1C[C@H](NC1)C (2R,4R)-4-fluoro-2-methylpyrrolidin